indol-3-yl-phenol N1C=C(C2=CC=CC=C12)C1=C(C=CC=C1)O